S1C(=NC2=C1C=CC=C2)NC(=O)C=2C=CC=C1CCN(CC21)C2=CC=C(C(=N2)C(=O)O)C2=C(C(=NC=C2)N(C)C2CCCCC2)C 6-[8-(1,3-benzothiazol-2-ylcarbamoyl)-3,4-dihydroisoquinolin-2(1H)-yl]-2'-[cyclohexyl-(methyl)amino]-3'-methyl-3,4'-bipyridine-2-carboxylic acid